COC1=NC(=NC(=N1)OC)NC(OC1=CC=CC=C1)=O phenyl (4,6-dimethoxy-[1,3,5]triazin-2-yl)-carbamate